dansyl-L-norvaline S(=O)(=O)(C1=CC=CC=2C(N(C)C)=CC=CC12)N[C@@H](CCC)C(=O)O